(1R,2S,5R)-N-(4-methoxy-phenyl)-5-methyl-2-(1-methyl-ethyl)cyclohexanecarboxamide COC1=CC=C(C=C1)NC(=O)[C@H]1[C@@H](CC[C@H](C1)C)C(C)C